3-(4,7,8-trichloroquinolin-2-yl)acrylic acid tert-butyl ester C(C)(C)(C)OC(C=CC1=NC2=C(C(=CC=C2C(=C1)Cl)Cl)Cl)=O